FC(C1=C(C(=O)Br)C=CC=C1)(F)F o-trifluoromethyl-benzoyl bromide